C[Si](OC(C#C)(C)C)(OC(C#C)(C)C)C=C methyl-vinyl-bis(1,1-dimethyl-2-propynyloxy)silane